5-isopropyl-N-(2-(1-(1-methoxycyclopropyl)-1H-pyrazol-4-yl)pyrimidin-4-yl)-8-((2r,3s)-2-methyl-3-((methylsulfonyl)methyl)azetidin-1-yl)isoquinolin-3-amine C(C)(C)C1=C2C=C(N=CC2=C(C=C1)N1[C@@H]([C@H](C1)CS(=O)(=O)C)C)NC1=NC(=NC=C1)C=1C=NN(C1)C1(CC1)OC